NC1=NC=CC=C1C(C)NCCOC1=NC(=C(C=2N=C(N=C(C21)O)OC[C@]21CCCN1C[C@@H](C2)F)F)Cl 5-(2-((1-(2-aminopyridin-3-yl)ethyl)amino)ethoxy)-7-chloro-8-fluoro-2-(((2R,7aS)-2-fluorotetrahydro-1H-pyrrolizin-7a(5H)-yl)methoxy)pyrido[4,3-d]pyrimidin-4-ol